(5Z)-undec-5-en-2-ol CC(CC\C=C/CCCCC)O